N-methyl-N-(2-methyloxazolo[4,5-b]pyridin-6-yl)-3-[7-oxo-3-(trifluoromethyl)-5,6-dihydro-4H-indazol-1-yl]benzamide CN(C(C1=CC(=CC=C1)N1N=C(C=2CCCC(C12)=O)C(F)(F)F)=O)C=1C=C2C(=NC1)N=C(O2)C